BrC=1C=C(C=CC1OC)[C@@H](C)NC(C1=C(C=CC(=C1)N1CCN(CC1)C)C)=O N-[(1R)-1-(3-bromo-4-methoxy-phenyl)ethyl]2-methyl-5-(4-methylpiperazin-1-yl)benzamide